2-AMINONAPHTHALENE-6-BORONIC ACID NC1=CC2=CC=C(C=C2C=C1)B(O)O